1-(2-(diethylamino)ethoxy)-2-butylamine C(C)N(CCOCC(CC)N)CC